1-(4-chloro-3-(trifluoromethyl)phenyl)-3-(2-fluoro-3-(3-morpholinoquinoxaline-6-carbonyl)phenyl)urea ClC1=C(C=C(C=C1)NC(=O)NC1=C(C(=CC=C1)C(=O)C=1C=C2N=C(C=NC2=CC1)N1CCOCC1)F)C(F)(F)F